4-Chloro-5-(trifluoromethyl)-1,2-benzenediamine ClC=1C=C(C(=CC1C(F)(F)F)N)N